3-fluoro-2,2-dimethyl-5-(4,4,5,5-tetramethyl-1,3,2-dioxaborolan-2-yl)-2,3-Dihydrobenzo[b]thiophene-1,1-dioxide FC1C2=C(S(C1(C)C)(=O)=O)C=CC(=C2)B2OC(C(O2)(C)C)(C)C